L-glycine methyl ester COC(CN)=O